FC1(CC(C1)NC=1C(=NC(=CC1)C1=CC=C(C=C1)F)NC1(COCC1)C)F N3-(3,3-difluorocyclobutyl)-6-(4-fluorophenyl)-N2-(3-methyltetrahydrofuran-3-yl)pyridine-2,3-diamine